3-Nitrophthalhydrazid [N+](=O)([O-])C1=C2C(C(=O)NNC2=O)=CC=C1